N-(4,4-difluorocyclohexyl)-1-[5-(2-methoxypyridin-4-yl)-1H-pyrazole-3-carbonyl]piperidine-4-carboxamide FC1(CCC(CC1)NC(=O)C1CCN(CC1)C(=O)C1=NNC(=C1)C1=CC(=NC=C1)OC)F